5-chloro-2-(isobutyryloxy)-3-((1-(4-(isobutyryloxy)phenyl)-4-methoxy-3-oxobutan-2-ylimino)methyl)phenyl 3-methylbenzoate CC=1C=C(C(=O)OC2=C(C(=CC(=C2)Cl)C=NC(CC2=CC=C(C=C2)OC(C(C)C)=O)C(COC)=O)OC(C(C)C)=O)C=CC1